C(C)(C)(C)[C@@H]1CC[C@H](CC1)C(=O)NC1=CC(=CC(=C1)NC(=O)[C@@H]1CC[C@@H](CC1)C(C)(C)C)NC(=O)[C@@H]1CC[C@@H](CC1)C(C)(C)C trans-4-tert-butylcyclohexylcarbonylamino-3,5-bis[cis-4-tert-butylcyclohexylcarbonylamino]benzene